3-[(1R)-1-(3,6-Dimethyl-4-oxo-2-phenyl-chromen-8-yl)ethoxy]-6-fluoro-pyridine-2-sulfonamide CC1=C(OC2=C(C=C(C=C2C1=O)C)[C@@H](C)OC=1C(=NC(=CC1)F)S(=O)(=O)N)C1=CC=CC=C1